3-amino-1-(4-aminocyclohexyl)propane NCCCC1CCC(CC1)N